COC1=C(C=CC(=C1)C)C1C(C(C(C1)=O)C)C 4-(2-methoxy-4-methylphenyl)-2,3-dimethylcyclopentane-1-one